CNC=1N=CC(=C2C=C(N=CC12)NC(=O)C1CC1)N1CCCC1 N-(8-(methylamino)-5-(pyrrolidin-1-yl)-2,7-naphthyridin-3-yl)cyclopropane-carboxamide